N1C=CC2=CC(=CC=C12)S(=O)(=O)N1C=C(C=C1)C(=O)OC methyl 1-((1H-indol-5-yl) sulfonyl)-1H-pyrrole-3-carboxylate